N-Benzyl-1-methyl-6-(trifluoromethyl)-1,2-dihydro-3H-benzo[e]indole-3-carboximidamide C(C1=CC=CC=C1)NC(=N)N1CC(C=2C3=C(C=CC12)C(=CC=C3)C(F)(F)F)C